C(CCC)I n-Butyliodid